NC(C=O)C1=CC=CC=C1 ALPHA-AMINO-BENZENEACETALDEHYDE